5'-guanylic acid disodium salt [Na+].[Na+].[C@@H]1([C@H](O)[C@H](O)[C@@H](COP(=O)([O-])[O-])O1)N1C=NC=2C(=O)NC(N)=NC12